FC=1C(=CC=2C3=C(NC(C2C1)=O)COC[C@@H]3N(C(=O)C3(CC1=CC(=C(C=C1C3)F)F)O)C)F (R)-N-(8,9-difluoro-6-oxo-1,4,5,6-tetrahydro-2H-pyrano[3,4-c]isoquinolin-1-yl)-5,6-difluoro-2-hydroxy-N-methyl-2,3-dihydro-1H-indene-2-carboxamide